3-Ethyl-8-(3-methoxy-4-(4-(4-methylpiperazin-1-yl)piperidin-1-yl)phenyl)-N2-(tetrahydropyran-4-yl)pyrido[3,4-b]pyrazine-2,5-diamine trihydrochloride Cl.Cl.Cl.C(C)C1=C(N=C2C(=N1)C(=NC=C2C2=CC(=C(C=C2)N2CCC(CC2)N2CCN(CC2)C)OC)N)NC2CCOCC2